(E)-3-(3,4-dimethoxyphenyl)-N-(8-hydroxyoctyl)prop-2-enamide COC=1C=C(C=CC1OC)/C=C/C(=O)NCCCCCCCCO